3-(2-chloropyrimidin-5-yl)-N-(4-methyl-3-(pyridin-4-yl)-1H-pyrazol-5-yl)propenamide ClC1=NC=C(C=N1)C=CC(=O)NC1=C(C(=NN1)C1=CC=NC=C1)C